6-(3,5-difluoroanilino)-N-(2,2-dimethylcyclobutyl)-3-hydroxy-pyridine-2-carboxamide FC=1C=C(NC2=CC=C(C(=N2)C(=O)NC2C(CC2)(C)C)O)C=C(C1)F